OC[C@@H]1C[C@H](CN1C1=NC(=NN2C1=CC=C2)NC=2N=CN(C2)C2=CC(=C(C(=C2)OC)OC)OC)O (3R,5S)-5-(hydroxymethyl)-1-(2-((1-(3,4,5-trimethoxyphenyl)-1H-imidazol-4-yl)amino)pyrrolo[2,1-f][1,2,4]triazin-4-yl)pyrrolidin-3-ol